gamma-(beta-aminoethyl)-gamma-aminopropyl-trimethoxysilane NCCC(CC[Si](OC)(OC)OC)N